4-ethoxymethoxy-1-methylbutylmagnesium iodide C(C)OCOCCCC(C)[Mg]I